2,4-dichloro-5-methylbenzamide ClC1=C(C(=O)N)C=C(C(=C1)Cl)C